4-[5-chloro-8-(2,4,6-trifluorophenyl)-2,3,7,9,12-pentazatricyclo[8.4.0.02,6]tetradeca-1(10),3,5,7,11,13-hexaen-13-yl]morpholine ClC=1C=NN2C=3C=C(N=CC3NC(=NC12)C1=C(C=C(C=C1F)F)F)N1CCOCC1